4-(4-amino-2,6-dichlorophenoxy)-5,6,7,8-tetrahydrophthalazin-1(2H)-one NC1=CC(=C(OC2=NNC(C=3CCCCC23)=O)C(=C1)Cl)Cl